C1OCC12CN(C2)CC2=CC=C(C=N2)C2=NC(=C(C=C2)NC(=O)C=2C(=NOC2C)C2=CC=CC=C2)OC (6'-((2-oxa-6-azaspiro[3.3]hept-6-yl)methyl)-6-methoxy-[2,3'-bipyridin]-5-yl)-5-methyl-3-phenylisoxazole-4-carboxamide